3,3-diethyl-5-(2-(4-(4-fluorophenyl)piperazin-1-yl)ethyl)pyrrolidin-2-one C(C)C1(C(NC(C1)CCN1CCN(CC1)C1=CC=C(C=C1)F)=O)CC